FC(C(OC)C1=CC(=NC=C1)C(=O)OCC)(F)F ethyl 4-(2,2,2-trifluoro-1-methoxyethyl)picolinate